tert-butyl (R)-4-(3-(3-((5-(trifluoromethyl)pyrimidin-2-yl)amino)piperidin-1-yl)imidazo[1,5-a]pyrazin-8-yl)-3,6-dihydropyridine-1(2H)-carboxylate FC(C=1C=NC(=NC1)N[C@H]1CN(CCC1)C1=NC=C2N1C=CN=C2C=2CCN(CC2)C(=O)OC(C)(C)C)(F)F